COC1=NC=C(C2=C1N=C(S2)NC(=O)N2CC(CC2)COC)C=2C=NN(C2)C 3-Methoxymethyl-pyrrolidine-1-carboxylic acid [4-methoxy-7-(1-methyl-1H-pyrazol-4-yl)-thiazolo[4,5-c]pyridin-2-yl]-amide